NC1=NC(NC(=C1C)[C@@H]1O[C@]2(CN([C@@H]1[C@@H]2O)C2=NN(C(=N2)C)C)COC(C2=CC=CC=C2)(C2=CC=C(C=C2)OC)C2=CC=C(C=C2)OC)=O 4-Amino-[(1R,3R,4R,7S)-1-[[bis(4-methoxyphenyl)-phenyl-methoxy]methyl]-5-(1,5-dimethyl-1,2,4-triazol-3-yl)-7-hydroxy-2-oxa-5-azabicyclo[2.2.1]heptan-3-yl]-5-methyl-pyrimidin-2-one